7-((2-(2,6-dioxopiperidin-3-yl)-1-oxoisoindolin-4-yl)amino)-7-oxoheptanoic acid tert-butyl ester C(C)(C)(C)OC(CCCCCC(=O)NC1=C2CN(C(C2=CC=C1)=O)C1C(NC(CC1)=O)=O)=O